ethyl 2-[2-(1,3-dioxolan-2-yl)-3-(1,3-thiazol-2-yl)phenoxy]acetate O1C(OCC1)C1=C(OCC(=O)OCC)C=CC=C1C=1SC=CN1